FC=1C=CC=C2C=C(NC12)C(=O)N[C@H](C(=O)N[C@H](C(=O)OC)C[C@H]1C(NCCC1)=O)CC(C)(C)C (S)-methyl 2-((S)-2-(7-fluoro-1H-indole-2-carboxamido)-4,4-dimethylpentanamido)-3-((S)-2-oxopiperidin-3-yl)propanoate